8-(3-(Cyclohexyloxy)prop-1-yn-1-yl)-7-(3,4-difluorobenzyl)-1-(3-hydroxypropyl)-3-methyl-3,7-dihydro-1H-purine-2,6-dione C1(CCCCC1)OCC#CC1=NC=2N(C(N(C(C2N1CC1=CC(=C(C=C1)F)F)=O)CCCO)=O)C